3-[2-(dimethylamino) ethyl]-1H-indol-4-yl acetate C(C)(=O)OC1=C2C(=CNC2=CC=C1)CCN(C)C